[N+](=[N-])=CC(CC[C@@H](C(=O)OC1CCCOCCC1)NC([C@@H](C)OC)=O)=O oxocan-5-yl (S)-6-diazo-2-((R)-2-methoxypropanamido)-5-oxohexanoate